6-chloro-5-trifluoromethylpyridazin-3-amine ClC1=C(C=C(N=N1)N)C(F)(F)F